Cl.Cl.Cl.N[C@H](C(=O)O)CC1=CC=C(C=C1)OCCCCN1CCC(CC1)=C1C2=C(CCC=3C1=NC=CC3)C=C(C=C2)OC (S)-2-amino-3-(4-(4-(4-(8-methoxy-5,6-dihydro-11H-benzo[5,6]cyclohepta[1,2-b]pyridin-11-ylidene)piperidin-1-yl)butoxy)phenyl)propionic acid trihydrochloride